(4-hydroxy-4-methyl-1-piperidinyl)-(1H-pyrazolo[4,3-c]pyridin-6-yl)methanone OC1(CCN(CC1)C(=O)C1=CC2=C(C=N1)C=NN2)C